(4-((2S*,6R*)-2,6-dimethylmorpholino)-6-methoxyquinolin-3-yl)methanone C[C@@H]1O[C@@H](CN(C1)C1=C(C=NC2=CC=C(C=C12)OC)C=O)C |o1:1,3|